C(C)(=O)OC1=C(C=C(C=C1)C(F)(F)F)C1NC(N(C(=C1C(=O)OCC)C)C1=CC(=CC=C1)C(=O)OC)=O ethyl 4-(2-acetoxy-5-(trifluoromethyl)phenyl)-1-(3-(methoxycarbonyl)phenyl)-6-methyl-2-oxo-1,2,3,4-tetrahydropyrimidine-5-carboxylate